FC(CF)C1=C(C=CC=C1F)C1C2=C(NC(=C1C(=O)OC)CF)CCC2=O methyl 4-(2-(1,2-difluoroethyl)-3-fluorophenyl)-2-(fluoromethyl)-5-oxo-4,5,6,7-tetrahydro-1H-cyclopenta[b]pyridine-3-carboxylate